spirobifluoren-2-yl-diphenyl-phosphine oxide C12(C(=CC=C3C4=CC=CC=C4C=C13)P(C1=CC=CC=C1)(C1=CC=CC=C1)=O)C=CC=C1C3=CC=CC=C3C=C12